3-{[4-(3-{4-[6-amino-8-oxo-7-(4-phenoxyphenyl)purin-9-yl]-[1,4'-bipiperidin]-1'-yl}azetidin-1-yl)-3-fluorophenyl]amino}piperidine-2,6-dione NC1=C2N(C(N(C2=NC=N1)C1CCN(CC1)C1CCN(CC1)C1CN(C1)C1=C(C=C(C=C1)NC1C(NC(CC1)=O)=O)F)=O)C1=CC=C(C=C1)OC1=CC=CC=C1